dimethyl 2-(2,5-dithia-7-azabicyclo[2.2.1]heptan-7-yl)pentanedioate C12SCC(SC1)N2C(C(=O)OC)CCC(=O)OC